C1(=CC=CC=C1)C1=CC(=NO1)COC1=CC=CC(=N1)S(=O)(=O)NC(=O)C=1C(=NC=CC1)N1C(CC(C1)C)(C)C N-[[6-[(5-Phenylisoxazol-3-yl)methoxy]-2-pyridyl]sulfonyl]-2-(2,2,4-trimethylpyrrolidin-1-yl)pyridin-3-carboxamid